2-(4-(aminomethyl)piperidine-1-carbonyl)-5-((3-(4-(difluoromethoxy)phenyl)imidazo[1,2-a]pyrazin-8-yl)amino)benzonitrile Methyl-7-oxo-3-oxa-9-azabicyclo[3.3.1]nonane-9-carboxylate COC(=O)N1C2COCC1CC(C2)=O.NCC2CCN(CC2)C(=O)C2=C(C#N)C=C(C=C2)NC=2C=1N(C=CN2)C(=CN1)C1=CC=C(C=C1)OC(F)F